N-butyl-N-methylmorpholinium C(CCC)[N+]1(CCOCC1)C